Cl.NC(C(=O)OCCC(CC)(C)C)(C)C 3,3-dimethylpentanyl 2-amino-2-methylpropionate hydrochloride